Cl.Cl.ClC1=C(C=CC=2N(C=NC21)CCC[C@H]2NCCC[C@@H]2O)OC (2R,3S)-2-(3-(4-chloro-5-methoxy-1H-benzo[d]imidazol-1-yl)propyl)piperidin-3-ol dihydrochloride